1'-(6-methoxynicotinoyl)-1',2',3',6'-tetrahydro-[2,4'-bipyridin] COC1=NC=C(C(=O)N2CCC(=CC2)C2=NC=CC=C2)C=C1